FC([C@@H]1CCC=2N1C1=C(N2)C(=CC(=C1)C1=NC(=NC=C1F)NC1=NC=C(C=C1)CN1CC2CCC(C1)N2CC)F)F 4-((S)-1-(difluoromethyl)-5-fluoro-2,3-dihydro-1H-benzo[d]pyrrolo[1,2-a]imidazol-7-yl)-N-(5-((8-ethyl-3,8-diazabicyclo[3.2.1]octan-3-yl)methyl)pyridin-2-yl)-5-fluoropyrimidin-2-amine